tert-butyl N-[(2S)-4-carbamoyl-1-[2-chloro-3-(4-hydroxybutyl)phenoxy]butan-2-yl]carbamate C(N)(=O)CC[C@@H](COC1=C(C(=CC=C1)CCCCO)Cl)NC(OC(C)(C)C)=O